BrC1=CC=C2CCN(C(C2=C1)C(C)C)C 7-bromo-1-isopropyl-2-methyl-1,2,3,4-tetrahydroisoquinoline